C(C)(C)(C)SSC[C@@H](C(=O)O)N(C)C(=O)OCC1C2=CC=CC=C2C=2C=CC=CC12 (2R)-3-(t-butyldisulfanyl)-2-[9H-fluoren-9-ylmethoxycarbonyl-(methyl)amino]propionic acid